5-bromo-8-chloro-1,7-naphthyridine BrC1=C2C=CC=NC2=C(N=C1)Cl